N-(4-(4-((5-(1,4-diazepan-1-yl)pyridin-2-yl)amino)-5-oxo-5,6-dihydro-1,6-naphthyridin-2-yl)-2-fluorophenyl)cyclohexane-carboxamide N1(CCNCCC1)C=1C=CC(=NC1)NC1=CC(=NC=2C=CNC(C12)=O)C1=CC(=C(C=C1)NC(=O)C1CCCCC1)F